FC(C1CCC(CC1)C(=O)N1[C@H]([C@H]([C@@H]([C@H](C1)OCC1=CC=CC=C1)OCC1=CC=CC=C1)OCC1=CC=CC=C1)COCC1=CC=CC=C1)F ((1r,4R)-4-(difluoromethyl)cyclohexyl)((2S,3R,4R,5S)-3,4,5-tris(benzyloxy)-2-((benzyloxy)methyl)piperidin-1-yl)methanone